1-(4-(Methyl-d3)phenyl)ethan C(C1=CC=C(C=C1)CC)([2H])([2H])[2H]